CS(=O)(=O)C1=C(C=CC=C1)N1N=C(C=C1)N 1-[2-(methylsulfonyl)phenyl]-1H-pyrazol-3-amine